OC1=C(C(N(C2=C3C(=CC=C12)C=CC=C3)C3=CC=C(C=C3)C(F)(F)F)=O)C(C(F)(F)F)=O 4-hydroxy-3-(2,2,2-trifluoroethan-1-one-1-yl)-1-[4-(trifluoromethyl)phenyl]benzo[h]quinolin-2(1H)-one